C(C)(C)C1=CC2C3C(C1C1C(OC(C12)=O)=O)C1C3C(OC1=O)=O 9-isopropyloctahydro-4,8-ethenofuro[3',4':3,4]cyclobuta[1,2-f][2]benzofuran-1,3,5,7-tetrone